3-chloro-6-[(6-chloro-3-morpholinosulfonyl-4-quinolyl)amino]-2-hydroxy-benzoic acid ClC=1C(=C(C(=O)O)C(=CC1)NC1=C(C=NC2=CC=C(C=C12)Cl)S(=O)(=O)N1CCOCC1)O